FC1=C(C=C(C(=C1)C(NC1=C(C(=NC=C1C)OC)C)=O)O[C@H](C(F)(F)F)C)NC(OC1=CC=CC=C1)=O (S)-phenyl (2-fluoro-4-((2-methoxy-3,5-dimethylpyridin-4-yl) carbamoyl)-5-((1,1,1-trifluoropropan-2-yl)oxy)phenyl)carbamate